N1N=CC2=CC=C(C=C12)C(=O)OCCC1CCC(CC1)CO 2-[4-(hydroxymethyl) cyclohexyl]Ethyl indazole-6-carboxylate